tert-butyl 4-(4-((2-(2,6-dioxopiperidin-3-yl)-1,3-dioxoisoindolin-4-yl)ethynyl)piperidin-1-yl)benzoate O=C1NC(CCC1N1C(C2=CC=CC(=C2C1=O)C#CC1CCN(CC1)C1=CC=C(C(=O)OC(C)(C)C)C=C1)=O)=O